The molecule is an oligopeptide that is an analogue of bradykinin in which the third amino acid, proline, is replaced with hydroxyproline. It has a role as a human urinary metabolite and a bradykinin receptor agonist. It is an oligopeptide and a peptide hormone. It derives from a bradykinin. It is a conjugate base of a [Hyp(3)]-bradykinin(2+). C1C[C@H](N(C1)C(=O)[C@H](CCCN=C(N)N)N)C(=O)N2C[C@@H](C[C@H]2C(=O)NCC(=O)N[C@@H](CC3=CC=CC=C3)C(=O)N[C@@H](CO)C(=O)N4CCC[C@H]4C(=O)N[C@@H](CC5=CC=CC=C5)C(=O)N[C@@H](CCCN=C(N)N)C(=O)O)O